N1(C=CC=C1)CCO 2-(1-pyrrolyl)ethanol